OCC1=CC=C(C=C1)C(O)O [4-(hydroxymethyl)phenyl]methanediol